(R)-6-(5-(4-methyl-4H-1,2,4-triazol-3-yl)pyridin-3-yl)-N-(1-phenylethyl)quinazolin-4-amine CN1C(=NN=C1)C=1C=C(C=NC1)C=1C=C2C(=NC=NC2=CC1)N[C@H](C)C1=CC=CC=C1